6-amino-2-[3-(aminomethyl)-3-hydroxyazetidin-1-yl]-5-(2,3-dichlorophenyl)pyrimidine-4-carboxamide NC1=C(C(=NC(=N1)N1CC(C1)(O)CN)C(=O)N)C1=C(C(=CC=C1)Cl)Cl